2-(4-((tetrahydro-2H-pyran-4-yl)oxy)phenyl)ethanol O1CCC(CC1)OC1=CC=C(C=C1)CCO